COCCC(=O)N1CC=2CN(CC2C1)S(=O)(=O)C1=CC2=C(OCCN2C)C=C1 3-methoxy-1-(5-((4-methyl-3,4-dihydro-2H-benzo[b][1,4]oxazin-6-yl)sulfonyl)-3,4,5,6-tetrahydropyrrolo[3,4-c]pyrrol-2(1H)-yl)propan-1-one